C(C)(C)(C)C1=CC=C(C=C1)C1CC(CC(C1)=O)=O 5-(4-t-butylphenyl)-1,3-cyclohexanedione